C(C)(C)(C)OC(=O)N1CCN(CC1)C=1C(=NC(=CC1)N1C(=CC=C1C)C)OC 4-(6-(2,5-dimethyl-1H-pyrrol-1-yl)-2-methoxypyridin-3-yl)piperazine-1-carboxylic acid tert-butyl ester